N-{4-[4-amino-5-(4-{6-azaspiro[3.4]octane-6-carbonyl}phenyl)-7-methyl-7H-pyrrolo[2,3-d]pyrimidin-6-yl]phenyl}-2-methylprop-2-enamide NC=1C2=C(N=CN1)N(C(=C2C2=CC=C(C=C2)C(=O)N2CC1(CCC1)CC2)C2=CC=C(C=C2)NC(C(=C)C)=O)C